(4R,4'R)-6-chloro-4'-[(isopropylamino)methyl]-1'-(4-isoquinolyl)-2-[(1-methyltriazol-4-yl)methyl]spiro[3H-isoquinoline-4,3'-pyrrolidine]-1,2'-dione ClC=1C=C2C(=CC1)C(N(C[C@]21C(N(C[C@H]1CNC(C)C)C1=CN=CC2=CC=CC=C12)=O)CC=1N=NN(C1)C)=O